tert-Butyl 4-[2-[[2-(2,6-dioxo-3-piperidyl)-1-oxo-isoindolin-4-yl]amino]ethoxy]piperidine-1-carboxylate O=C1NC(CCC1N1C(C2=CC=CC(=C2C1)NCCOC1CCN(CC1)C(=O)OC(C)(C)C)=O)=O